1-(tert-butoxycarbonyl)-5,6,7-trifluoroindol-3-ylboronic acid C(C)(C)(C)OC(=O)N1C=C(C2=CC(=C(C(=C12)F)F)F)B(O)O